7-amino-2,4-bis(trifluoromethyl)-1,8-naphthyridine NC1=CC=C2C(=CC(=NC2=N1)C(F)(F)F)C(F)(F)F